C(C)(C)(C)OC(N([C@@H]1C[C@@H](N(C2=CC=CC=C12)C(CC)=O)C)C1=CC=C(C=C1)C(NCC(CNC(=O)OC(C)(C)C)O)=O)=O tert-butyl(4-((3-((tert-butoxycarbonyl)amino)-2-hydroxypropyl)carbamoyl)phenyl)((2S,4R)-2-methyl-1-propionyl-1,2,3,4-tetrahydroquinolin-4-yl)carbamate